ClC=1C=CC(=C(C1)CO)N1N=NN=C1 (5-chloro-2-(1H-tetrazol-1-yl)phenyl)methanol